4-[2-(2-Chloro-3-methyl-4-pyridyl)ethynyl]-5-methyl-1-(5-methyl-2-pyridyl)imidazole-2-carboxamide ClC1=NC=CC(=C1C)C#CC=1N=C(N(C1C)C1=NC=C(C=C1)C)C(=O)N